5-(3-(benzyloxy)-7-(1-(3,3-dimethoxypropyl)-1H-pyrazol-4-yl)-1-fluoronaphthalen-2-yl)-1,2,5-thiadiazolidin-3-one 1,1-dioxide C(C1=CC=CC=C1)OC=1C(=C(C2=CC(=CC=C2C1)C=1C=NN(C1)CCC(OC)OC)F)N1CC(NS1(=O)=O)=O